2-methoxynicotinamide COC1=C(C(=O)N)C=CC=N1